C(C)(C)(C)C1=CC=C(C=C1)[SiH3] (4-(t-butyl)phenyl)silane